CN1C(=NN=C1)C1=CC=C(CCNC(OC(C)(C)C)=O)C=C1 tert-Butyl 4-(4-methyl-4H-1,2,4-triazol-3-yl)phenethylcarbamate